C(=O)(O)C=1C=C(OC2=CC=C(C=C2)C(C(F)(F)F)(C(F)(F)F)C2=CC=C(C=C2)OC2=CC(=CC=C2)C(=O)O)C=CC1 2,2-bis(4-(3-carboxyphenoxy)phenyl)hexafluoropropane